7-bromo-6-fluoro-3,5-dihydrofuro[3,2-c]quinolin-4(2H)-one BrC=1C=CC=2C3=C(C(NC2C1F)=O)CCO3